COC1(CCNCC1)C=1C=NC(=NC1)N1[C@@H](C=2C=3C=C(N=NC3NC2CC1)C1=C(C=CC=C1)O)C 2-[(3R)-4-[5-(4-methoxy-4-piperidyl)pyrimidin-2-yl]-3-methyl-4,8,10,11-tetrazatricyclo[7.4.0.02,7]trideca-1(9),2(7),10,12-tetraen-12-yl]phenol